N-(2-bromobenzylidene)-2-methylpropane-2-sulfonamide BrC1=C(C=NS(=O)(=O)C(C)(C)C)C=CC=C1